methoxy-5-({4-[(triisopropylsilyl)oxy]phenyl}amino)benzonitrile COC1=C(C#N)C=C(C=C1)NC1=CC=C(C=C1)O[Si](C(C)C)(C(C)C)C(C)C